C(C)OC(COC1=C(C=CC=C1)OC1=C(C=C(C(=C1)N1C(N(C(=CC1=O)C(F)(F)F)C)=O)F)Cl)=O Ethyl-(2-{2-chloro-4-fluoro-5-[3-methyl-2,6-dioxo-4-(trifluoromethyl)-3,6-dihydropyrimidin-1(2H)-yl]phenoxy}phenoxy)acetat